(4-aminoimidazo[1,5-a]quinoxalin-8-yl)((3R,4aS,9bS)-3-methyl-7-(trifluoromethoxy)-3,4,4a,9b-tetrahydrobenzofuro[3,2-b]pyridin-1(2H)-yl)methanone NC=1C=2N(C3=CC(=CC=C3N1)C(=O)N1[C@@H]3[C@H](C[C@H](C1)C)OC1=C3C=CC(=C1)OC(F)(F)F)C=NC2